The molecule is a tricarboxylic acid dianion. It is a conjugate base of an isocitrate(1-). It is a conjugate acid of an isocitrate(3-). [H+].C(C(C(C(=O)[O-])O)C(=O)[O-])C(=O)[O-]